FC1=C(C(=CC(=C1)F)F)S(=O)(=O)NC=1N=NC=CC1 2,4,6-trifluoro-N-(pyridazin-3-yl)benzenesulfonamide